carboxy-2-(4-fluorophenyl)-3-(methylthio)pyridine 1-oxide C(=O)(O)C1=C(C(=[N+](C=C1)[O-])C1=CC=C(C=C1)F)SC